C=1N=CN2C1C1=CC=CC=C1[C@@H]2[C@H]2[C@H](C1(C2)CCN(CC1)S(=O)(=O)C1=NN(C=C1)C)O (1R,2S)-2-((S)-5H-imidazo[5,1-a]isoindol-5-yl)-7-((1-methyl-1H-pyrazol-3-yl)sulfonyl)-7-azaspiro[3.5]nonan-1-ol